N-[(3S,4R,5S)-1-ethyl-3-fluoro-5-methyl-4-piperidyl]-6-{3-[4-(N-methylcarbamoyl)-5-fluoro-2-anisidino]-1-propynyl}-1-(2,2,2-trifluoroethyl)-1H-1,3-benzimidazole-4-carboxamide C(C)N1C[C@@H]([C@@H]([C@H](C1)C)NC(=O)C1=CC(=CC=2N(C=NC21)CC(F)(F)F)C#CCNC=2C(OC)=CC(=C(C2)C(NC)=O)F)F